4-(4-(Trifluoromethyl)cyclohex-1-en-1-yl)phthalazin-1(2H)-one FC(C1CC=C(CC1)C1=NNC(C2=CC=CC=C12)=O)(F)F